CC1=C(C(=O)NC2(CC2)C2=CC=CC3=CC=CC=C23)C=CC=C1 2-methyl-N-(1-(naphthalene-1-yl)cyclopropyl)benzamide